4-amino-N-ethyl-1-methyl-N-(6-((1-methyl-1H-pyrazol-4-yl)ethynyl)-2,3-dihydrobenzofuran-3-yl)-1H-pyrazolo[4,3-c]quinoline-8-carboxamide NC1=NC=2C=CC(=CC2C2=C1C=NN2C)C(=O)N(C2COC1=C2C=CC(=C1)C#CC=1C=NN(C1)C)CC